2-(1-(naphthalen-1-yl)ethoxy)ethan-1-ol C1(=CC=CC2=CC=CC=C12)C(C)OCCO